N-((2S)-bicyclo[2.2.1]hept-5-ene-2-yl)-3,5-difluorobenzamide C12[C@H](CC(C=C1)C2)NC(C2=CC(=CC(=C2)F)F)=O